C1(CC=CC1)C(=O)OC methyl cyclopent-3-ene-1-carboxylate